ClC=1C(=NC(=NC1)NC1CN(CCC1)C(C)=O)C1=CC=C(C=C1)F 1-(3-((5-chloro-4-(4-fluorophenyl)pyrimidin-2-yl)amino)piperidin-1-yl)ethan-1-one